Cl.N[C@H]1C[C@@H](CC1)O |r| rac-trans-(1rs,3rs)-3-aminocyclopentanol hydrochloride